N-(1-(3-(azetidin-1-yl)phenyl)ethyl)-2-ethoxy-5-isobutyrylaminobenzamide N1(CCC1)C=1C=C(C=CC1)C(C)NC(C1=C(C=CC(=C1)NC(C(C)C)=O)OCC)=O